OCC1=C(C=CC=C1)NC(C=CC1=CC=C2C=NN(C2=C1)C1OCCCC1)=O N-[2-(hydroxymethyl)phenyl]-3-[1-(oxan-2-yl)indazol-6-yl]prop-2-enamide